N6-(3-(dimethylamino)-2-methylphenyl)-5-fluoro-1H-pyrazolo[3,4-b]pyridine-3,6-diamine CN(C=1C(=C(C=CC1)NC1=C(C=C2C(=N1)NN=C2N)F)C)C